BrC1=CC(=C(C=C1C)NC1=CC=C2C(=N1)C=NN2C)OCCOC N-[4-bromo-2-(2-methoxyethoxy)-5-methylphenyl]-1-methylpyrazolo[4,3-b]pyridin-5-amine